C(CN(N)N)N(N)N.[Na] sodium ethylenediaminetetraamine